C(C1=CC=CC=C1)(=O)OOC(C)(C)C1=CC=CC=C1 cumyl peroxybenzoate